1-(2-(6-Chloro-3-((4-chlorophenyl)amino)-9H-carbazol-1-yl)ethyl)-3-hydroxyguanidine ClC=1C=C2C=3C=C(C=C(C3NC2=CC1)CCNC(=N)NO)NC1=CC=C(C=C1)Cl